NC=1C=C(C(=NC1C(=O)OC)B(O)O)C 5-AMINO-6-(METHOXYCARBONYL)-3-METHYLPYRIDIN-2-YLBORONIC ACID